methyl 2-(6-(tert-butoxy)-3,4-dihydronaphthalen-1-yl)-5-hydroxybenzoate C(C)(C)(C)OC=1C=C2CCC=C(C2=CC1)C1=C(C(=O)OC)C=C(C=C1)O